2-(Benzylmethoxy)benzaldehyde C(C1=CC=CC=C1)COC1=C(C=O)C=CC=C1